(4-((1-(3-amino-5-(trifluoromethyl)phenyl)ethyl)amino)-2-methyl-6-((tetrahydro-2H-pyran-4-yl)amino)quinazolin-7-yl)(morpholino)methanone NC=1C=C(C=C(C1)C(F)(F)F)C(C)NC1=NC(=NC2=CC(=C(C=C12)NC1CCOCC1)C(=O)N1CCOCC1)C